C(C)(C)(C)C1=CC(=C(C=C1)NC(O)=O)NC(O)=O.CC1=CC=C(C=C1)S(=O)(=O)NC1=C(C=CC(=C1)C(F)(F)F)C(=C)C1=CC=CC=C1 4-methyl-N-(2-(1-phenylvinyl)-5-(trifluoromethyl)phenyl)benzenesulfonamide 4-(tert-butyl)-1,2-phenylenedicarbamate